n-methyl-1,3-dioxolane-2-methylamine CNCC1OCCO1